(S)-4-bromo-N-(2-((tert-butyldimethylsilyl)oxy)-1-(3-chloro-5-fluorophenyl)ethyl)oxazole-2-carboxamide BrC=1N=C(OC1)C(=O)N[C@H](CO[Si](C)(C)C(C)(C)C)C1=CC(=CC(=C1)F)Cl